C(C)(=O)N1CCC(CC1)C(=O)NC1=CC2=C(NC(N2)=O)C=C1 acetyl-N-(2-oxo-2,3-dihydro-1H-benzo[d]imidazol-5-yl)piperidine-4-carboxamide